methyl-bis(4-tert-butylphenyl)silane C[SiH](C1=CC=C(C=C1)C(C)(C)C)C1=CC=C(C=C1)C(C)(C)C